4-{[(2R,6S)-2,6-dimethyloxan-4-yl]oxy}pyridine C[C@H]1O[C@H](CC(C1)OC1=CC=NC=C1)C